ClC1=C(C(=CC=C1)C=1C=C2C=3C=CC=CC3N3C2=C(C1)C1=CC=CC=C13)O 2-chloro-6-(indolo[3,2,1-jk]carbazol-2-yl)phenol